9-chloro-7-(5-fluoroindol-1-yl)-4-(prop-2-yn-1-yl)-3,5-dihydro-2H-1,4-benzoxazepine ClC1=CC(=CC=2CN(CCOC21)CC#C)N2C=CC1=CC(=CC=C21)F